COC1=C(C=CC=C1)C1=CC(=C(N=N1)NC1C[C@@H]2[C@@H](CN(C2)C([2H])([2H])C2CCOCC2)C1)C(F)(F)F (3aR,5s,6aS)-N-(6-(2-methoxyphenyl)-4-(trifluoromethyl)pyridazin-3-yl)-2-((tetrahydro-2H-pyran-4-yl)methyl-d2)octahydro-cyclopenta[c]pyrrol-5-amine